4,6-bis(4-naphthalen-1-yl-phenyl)-2-(3'-cyano-biphenyl-4-yl)-benzoxazole C1(=CC=CC2=CC=CC=C12)C1=CC=C(C=C1)C1=CC(=CC2=C1N=C(O2)C2=CC=C(C=C2)C2=CC(=CC=C2)C#N)C2=CC=C(C=C2)C2=CC=CC1=CC=CC=C21